tetrabutylbisphenol a CCCCC1=C(C(=C(C(=C1C(C)(C)C2=C(C(=C(C(=C2CCCC)CCCC)O)CCCC)CCCC)CCCC)CCCC)O)CCCC